ethyl 3-((2-((6-((1s,3s)-3-(dimethylamino)cyclobutoxy)-5-methoxypyridin-3-yl)amino)pyrimidin-4-yl)amino)quinoline-2-carboxylate CN(C1CC(C1)OC1=C(C=C(C=N1)NC1=NC=CC(=N1)NC=1C(=NC2=CC=CC=C2C1)C(=O)OCC)OC)C